(E)-N-((dimethylamino)methylene)-6-methoxy-2-methylnicotinamide CN(C)\C=N\C(C1=C(N=C(C=C1)OC)C)=O